Ethyl-(4-methoxybenzyl)glycine ethyl ester C(C)OC(CN(CC1=CC=C(C=C1)OC)CC)=O